N-benzyl-2-(3-methoxyphenyl)acetamide C(C1=CC=CC=C1)NC(CC1=CC(=CC=C1)OC)=O